8'-bromo-2',3'-dihydro-1'H,5'H-spiro[oxetane-3,4'-pyrrolo[1,2-a][1,4]diazepin]-1'-one BrC=1C=C2N(CC3(CNC2=O)COC3)C1